2'-bromo-5'-methoxy-N-(5-methoxy-1,3,4-thiadiazol-2-yl)-6-methyl-(4,4'-bipyridine)-3-carboxamide BrC1=NC=C(C(=C1)C1=C(C=NC(=C1)C)C(=O)NC=1SC(=NN1)OC)OC